C(=O)(O)CN1C(N(C2=C1C=CC=C2)C)CC 1-carboxymethyl-2-ethyl-3-methyl-1H-benzimidazole